BrCC1=CC(=NN1C)S(=O)(=O)NC(=O)NC1=C2CCCC2=C(C=2CCCC12)F 1-[5-(bromomethyl)-1-methylpyrazol-3-ylsulfonyl]-3-(8-fluoro-1,2,3,5,6,7-hexahydro-s-indacen-4-yl)urea